N-(2-(4,4-Difluoropiperidin-1-yl)-6-methylpyrimidin-4-yl)-4-(oxetane-3-sulfonamido)-2-(6-azaspiro[2.5]octan-6-yl)benzamide FC1(CCN(CC1)C1=NC(=CC(=N1)NC(C1=C(C=C(C=C1)NS(=O)(=O)C1COC1)N1CCC2(CC2)CC1)=O)C)F